5-[(8aS)-3,4,6,7,8,8a-hexahydro-1H-pyrrolo[1,2-a]pyrazin-2-yl]-1,3,4-thiadiazol-2-amine C1[C@H]2N(CCN1C1=NN=C(S1)N)CCC2